2-(6-methoxynicotinamido)-4-methylbenzo[d]thiazole-6-carboxylic acid COC1=NC=C(C(=O)NC=2SC3=C(N2)C(=CC(=C3)C(=O)O)C)C=C1